BrC=1C(=NC(=NC1)NC1=C(C=C(C(=C1)OC)N1CCC(CC1)N1CCN(CC1)C)Cl)NC1=C(C=CC(=C1)F)C(C)(C)O 2-(2-((5-Bromo-2-((2-chloro-5-methoxy-4-(4-(4-methylpiperazin-1-yl)piperidin-1-yl)benzeneyl)amino)pyrimidin-4-yl)amino)-4-fluorophenyl)propan-2-ol